1-(2-fluoro-4-(pentafluoro-λ6-sulfanyl)phenyl)ethane-1-one FC1=C(C=CC(=C1)S(F)(F)(F)(F)F)C(C)=O